FC(CC)(F)C1=C(O[C@H](C(=O)OC)C)C=CC(=C1)C methyl (S)-2-(2-(1,1-difluoropropyl)-4-methylphenoxy)propanoate